C1(C=CC2=CC=CC3=CC=CC1=C23)=O phenalene-1-one